2-pyridylzinc bromide [Br-].N1=C(C=CC=C1)[Zn+]